pentaerythritol bisoctadecyl-diphosphite C(CCCCCCCCCCCCCCCCC)P(OP(O)(O)CCCCCCCCCCCCCCCCCC)(O)O.OCC(CO)(CO)CO